(R)-1-(6-fluoropyridin-2-yl)ethan-1-amine FC1=CC=CC(=N1)[C@@H](C)N